1-(cyclobutyl(decanoyloxy)methyl)-5-(4-(hexyloxy)-1,2,5-thiadiazol-3-yl)-1-methyl-1,2,3,6-tetrahydropyridin-1-ium iodide Cyclobutyliodomethyl-decanoate C1(CCC1)C(C(=O)[O-])(CCCCCCCC)CI.[I-].C1(CCC1)C([N+]1(CCC=C(C1)C1=NSN=C1OCCCCCC)C)OC(CCCCCCCCC)=O.C1(CCC1)C(OC(CCCCCCCCC)=O)[N+]1(CCC=C(C1)C1=NSN=C1OCCCCCC)C